OC(CS(=O)(=O)N)C 2-hydroxypropane-1-Sulfonamide